C12(CC(C1)C2)C=2C(=CC=1N(N2)C(=CN1)C1=NC(=C(C=C1F)F)Br)OC 6-(bicyclo[1.1.1]pentan-1-yl)-3-(6-bromo-3,5-difluoropyridin-2-yl)-7-methoxyimidazo[1,2-b]pyridazine